P(=O)(O)(O)O.P(=O)(O)(O)O phosphate (hydrogen phosphate)